C(#C)C1=C2C(=NC(=C1)C=1C(=C(C#N)C=CC1)C)NC=N2 3-(7-Ethynyl-3H-imidazo[4,5-b]pyridin-5-yl)-2-methylbenzonitrile